ICCCCI 1,4-diiodobutane